1-acetyl-3-((5-methyl-1H-imidazol-4-yl)methylene)piperazine-2,5-dione C(C)(=O)N1C(C(NC(C1)=O)=CC=1N=CNC1C)=O